8,8'-(((3R,4S)-4-hydroxytetrahydro-2H-pyran-3-yl)-azanediyl)bis(N,N-didecyloctanamide) O[C@@H]1[C@@H](COCC1)N(CCCCCCCC(=O)N(CCCCCCCCCC)CCCCCCCCCC)CCCCCCCC(=O)N(CCCCCCCCCC)CCCCCCCCCC